1-benzyl-N-[(5-methylpyrazin-2-yl)methyl]-5-oxopyrrolidine-3-carboxamid C(C1=CC=CC=C1)N1CC(CC1=O)C(=O)NCC1=NC=C(N=C1)C